3,5-dimethoxy-N,N-biseicosanylaniline COC=1C=C(N(CCCCCCCCCCCCCCCCCCCC)CCCCCCCCCCCCCCCCCCCC)C=C(C1)OC